C1CCC2=C(C=3CCCC3C=C12)NC(=O)NS(=O)(=O)C=1OC2=C(C1)C(CCC2)(O)CCC(=O)O 3-(2-(N-((1,2,3,5,6,7-hexahydro-s-indacen-4-yl)carbamoyl)sulfamoyl)-4-hydroxy-4,5,6,7-tetrahydrobenzofuran-4-yl)propanoic acid